C(C)(C)(C)C=1C=C(C=C(C1)C)B(O)O (3-(tert-butyl)-5-methylphenyl)boronic acid